BrC=1C=C(C=CC1[N+](=O)[O-])C1=C(NC=2N(C1=O)N=C(C2C2=CC=CC=C2)C2=CC=CC=C2)C 6-(3-bromo-4-nitrophenyl)-5-methyl-2,3-diphenylpyrazolo[1,5-a]pyrimidin-7(4H)-one